5-[acetyl(methyl)amino]-3-ethylsulfonyl-pyridine-2-carbonyl chloride C(C)(=O)N(C=1C=C(C(=NC1)C(=O)Cl)S(=O)(=O)CC)C